diethyl ((6-benzamido-3-bromobenzo[b]thiophen-2-yl)difluoromethyl)phosphonate C(C1=CC=CC=C1)(=O)NC=1C=CC2=C(SC(=C2Br)C(F)(F)P(OCC)(OCC)=O)C1